(S)-(2,7-dimethyl-3-(3,4,5-trifluorophenyl)-2,4,5,7-tetrahydro-6H-pyrazolo[3,4-c]pyridin-6-yl)(2-methoxyquinolin-4-yl)methanone CN1N=C2[C@@H](N(CCC2=C1C1=CC(=C(C(=C1)F)F)F)C(=O)C1=CC(=NC2=CC=CC=C12)OC)C